(2R)-3-(((2,3-bis(((S)-3-((tert-butoxycarbonyl)amino)butanoyl)oxy)propoxy)(hydroxy)phosphoryl)oxy)propane-1,2-diyl di-tetradecanoate C(CCCCCCCCCCCCC)(=O)OC[C@H](COP(=O)(O)OCC(COC(C[C@H](C)NC(=O)OC(C)(C)C)=O)OC(C[C@H](C)NC(=O)OC(C)(C)C)=O)OC(CCCCCCCCCCCCC)=O